8-(3-chloro-2-methylphenyl)-9-(4-((1-(3,3-difluoropropyl)azetidin-3-yl)methyl)phenyl)-6,7-dihydro-5H-benzo[7]annulene-3-carboxylic acid ClC=1C(=C(C=CC1)C=1CCCC2=C(C1C1=CC=C(C=C1)CC1CN(C1)CCC(F)F)C=CC(=C2)C(=O)O)C